Bicyclo[2.2.1]Heptane C12CCC(CC1)C2